methyl 3-((1-(5-bromopentyl)-1H-benzo[d]imidazol-2-yl)carbamoyl)benzoate BrCCCCCN1C(=NC2=C1C=CC=C2)NC(=O)C=2C=C(C(=O)OC)C=CC2